OC1=CC=C(C=C1)N(C(=O)C=1C=C(N2CCCCC12)C1=CC2=C(OCO2)C=C1C(=O)N1CC2=CC=CC=C2C[C@H]1CN1CCOCC1)CC1=CC(=CC=C1)[N+](=O)[O-] N-(4-Hydroxyphenyl)-3-[6-[(3S)-3-(morpholinomethyl)-3,4-dihydro-1H-isoquinoline-2-carbonyl]-1,3-benzodioxol-5-yl]-N-[(3-nitrophenyl)methyl]-5,6,7,8-tetrahydroindolizine-1-carboxamide